5-(aminomethyl)-3-chloro-2-(2,6-dioxopiperidin-3-yl)benzonitrile NCC=1C=C(C(=C(C#N)C1)C1C(NC(CC1)=O)=O)Cl